6-((2-fluorophenyl)amino)-1H-indazol FC1=C(C=CC=C1)NC1=CC=C2C=NNC2=C1